C(CC)NCCC1=CNC=2C=CC=C(C12)O 3-[2-(propylamino)ethyl]-1H-indol-4-ol